C(C1=CC=CC=C1)N1N=C(N=N1)C(=O)N 2-benzyl-2H-tetrazole-5-carboxamide